2-(methylamino)-N-[(1s,4s)-4-{[6-chloro-2-(trifluoromethyl)quinolin-4-yl]amino}cyclohexyl]benzamide CNC1=C(C(=O)NC2CCC(CC2)NC2=CC(=NC3=CC=C(C=C23)Cl)C(F)(F)F)C=CC=C1